methyl 2-(1-(cyclopropylmethyl)-6-(methylsulfonamido)-1H-pyrrolo[2,3-b]pyridin-2-yl)-5-methoxy-3-methylimidazo[1,2-a]pyridine-7-carboxylate C1(CC1)CN1C(=CC=2C1=NC(=CC2)NS(=O)(=O)C)C=2N=C1N(C(=CC(=C1)C(=O)OC)OC)C2C